CN1C(N(C=CC1=O)CC(=O)O)=O 2-(3-methyl-2,4-dioxo-1,2,3,4-tetrahydropyrimidin-1-yl)acetic acid